(2S)-Ethyl 2-((3R,5R,6S)-3-allyl-5-(3-chlorophenyl)-6-(4-chlorophenyl)-3-methyl-2-oxopiperidin-1-yl)butanoate C(C=C)[C@]1(C(N([C@@H]([C@H](C1)C1=CC(=CC=C1)Cl)C1=CC=C(C=C1)Cl)[C@H](C(=O)OCC)CC)=O)C